COCC1=CC(=NN1C)NC=1C(N(C=C(C1)B1OC(C(O1)(C)C)(C)C)C)=O 3-(5-(Methoxymethyl)-1-methyl-1H-pyrazol-3-ylamino)-1-methyl-5-(4,4,5,5-tetramethyl-1,3,2-dioxaborolan-2-yl)pyridin-2(1H)-one